hydroxybenzenecarboxylate OC1=C(C=CC=C1)C(=O)[O-]